C(C)(=O)OC=1C(=NC=CC1OC)C(N[C@@H](C)C=1OC(=NN1)C1=CC(=CC(=C1)C)C)=O (S)-2-((1-(5-(3,5-dimethylphenyl)-1,3,4-oxadiazol-2-yl)ethyl)carbamoyl)-4-methoxypyridin-3-yl acetate